tert-butyl-3-iodo-4-methyl-2-[4-(trifluoromethyl)phenyl]-6,7-dihydropyrazolo[1,5-a]pyrazine-5(4H)-carboxylate C(C)(C)(C)OC(=O)N1C(C=2N(CC1)N=C(C2I)C2=CC=C(C=C2)C(F)(F)F)C